COC1=NC(=CC=C1[C@@H]1[C@@H](O[C@]([C@H]1C)(C(F)(F)F)C)C(=O)NC1=CC(=NC=C1)C(=O)N)C(F)(F)F (2R,3R,4S,5R)-4-[[3-[2-methoxy-6-(trifluoromethyl)-3-pyridinyl]-4,5-dimethyl-5-(trifluoromethyl)tetrahydrofuran-2-carbonyl]amino]pyridine-2-carboxamide